CN(CCCC(=O)OCCN(CCCCCCCC\C=C/C\C=C/CCCCC)CCCCCCCC\C=C/C\C=C/CCCCC)C 2-(di-((9Z,12Z)-octadeca-9,12-dien-1-yl)amino)ethyl 4-(dimethylamino)butanoate